CC(CC[C@@H](C(=O)O)N[C@H](C)C1=CC=2CCCCC2C=C1)(C)C (S)-5,5-dimethyl-2-(((R)-1-(5,6,7,8-tetrahydronaphthalen-2-yl)ethyl)amino)hexanoic acid